NC1=NC=CC=C1C(C(F)(F)F)NCCOC1=C2C(NC=NC2=CC(=C1Cl)C1=NC(=CC(=C1C(F)(F)F)C)N(CC1=CC=C(C=C1)OC)CC1=CC=C(C=C1)OC)=O 5-(2-((1-(2-aminopyridin-3-yl)-2,2,2-trifluoroethyl)amino)ethoxy)-7-(6-(bis(4-methoxybenzyl)amino)-4-methyl-3-(trifluoromethyl)pyridin-2-yl)-6-chloroquinazolin-4(3H)-one